(S)-4-((R)-6-chloro-5H-imidazo[5,1-a]isoindol-5-yl)tetrahydro-2H-pyran-3-ol ClC1=C2[C@H](N3C(C2=CC=C1)=CN=C3)C3[C@@H](COCC3)O